FC1=C(C=CC=C1C(F)(F)F)[C@@H](C)NC1=NC(=NC2=CC(=C(C=C12)C1CCC(CC1)C(=O)OC)OC)C methyl (1R,4R)-4-(4-(((R)-1-(2-fluoro-3-(trifluoromethyl)phenyl)ethyl)amino)-7-methoxy-2-methylquinazolin-6-yl)cyclohexane-1-carboxylate